N-[(1s,4s)-4-{[6-chloro-2-(trifluoromethyl)quinolin-4-yl]amino}cyclohexyl]-5-(thiophen-2-yl)pyridine-3-carboxamide ClC=1C=C2C(=CC(=NC2=CC1)C(F)(F)F)NC1CCC(CC1)NC(=O)C=1C=NC=C(C1)C=1SC=CC1